tert-butyl 8-(1-benzyloxycarbonylpiperidine-4-carbonyl)-3,8-diazabicyclo[3.2.1]octane-3-carboxylate C(C1=CC=CC=C1)OC(=O)N1CCC(CC1)C(=O)N1C2CN(CC1CC2)C(=O)OC(C)(C)C